3-(1H-benzo[d]imidazol-5-yl)-4-(4-(tetrahydro-2H-pyran-4-yl)phenyl)oxazolidin-2-one N1C=NC2=C1C=CC(=C2)N2C(OCC2C2=CC=C(C=C2)C2CCOCC2)=O